tert-butyl 3-[[(4-amino-7-bromoquinolin-3-yl)carbamoyl]methyl]pyrrolidine-1-carboxylate NC1=C(C=NC2=CC(=CC=C12)Br)NC(=O)CC1CN(CC1)C(=O)OC(C)(C)C